2-(1-phenylprop-2-enyl)cyclohexa-2,5-diene-1,4-dione C1(=CC=CC=C1)C(C=C)C=1C(C=CC(C1)=O)=O